trans-3-nonene-1,9-dicarboxylic acid C(C\C=C\CCCCCC(=O)O)C(=O)O